C(C1=CC=CC=C1)OC1=NC(=CC=C1C1=CC(=C(C(=C1)F)N1CCC(CC1)C1=C(C=C(C=C1)B1OC(C(O1)(C)C)(C)C)F)F)OCC1=CC=CC=C1 2,6-Bis(benzyloxy)-3-(3,5-difluoro-4-(4-(2-fluoro-4-(4,4,5,5-tetramethyl-1,3,2-dioxaborolan-2-yl)phenyl)piperidin-1-yl)phenyl)pyridine